FC1=CC(=C(C=C1)O)C(C)(C)NC=1C=CC=2N(N1)C(=CN2)C2=NC=CC(=C2)CO 4-fluoro-2-(2-((3-(4-(hydroxymethyl)pyridin-2-yl)imidazo[1,2-b]pyridazin-6-yl)amino)propan-2-yl)phenol